4,5,6,7-tetrahydro-[1,2,3]oxadiazolo[3,4-a]pyridin-8-ium-3-olate N=1OC(=C2[N+]1CCCC2)[O-]